8-(10-butyl-3,9-dioxahexadecan-1-yl)-14-ethyl-5-oxa-hexadecan C(CCC)C(OCCCCCOCCC(CCOCCCC)CCCCCC(CC)CC)CCCCCC